C(C)C1=CC=C(C=N1)COC1=C(C=C(C=C1)NC1=C(C=2N=C(C=NC2C=C1)N1CCOCC1)C#N)OC 6-((4-((6-ethylpyridin-3-yl)methoxy)-3-methoxyphenyl)amino)-3-morpholino-quinoxaline-5-carbonitrile